FC1=CC(=C(C=C1)C(C)=O)B1OC(C(O1)(C)C)(C)C (4-fluoro-2-(4,4,5,5-tetramethyl-1,3,2-dioxaborolan-2-yl)phenyl)ethan-1-one